C(C1=CC=CC=C1)N1N=CC(=C1)C(=O)N1CC2(CN(C2)C(=O)[C@@H]2C(C2)(C)C)[C@@H](C1)C(=O)N[C@@H](CO)C(=O)OC methyl ((S)-6-(1-benzyl-1H-pyrazole-4-carbonyl)-2-((S)-2,2-dimethylcyclopropane-1-carbonyl)-2,6-diazaspiro[3.4]octane-8-carbonyl)-L-serinate